C(C)(C)(C)C1=NC(=NO1)C(=O)NCC1=C(C=C(C=C1)C1=NC=NN2C1=CC(=C2)C2COC2)C 5-(tert-butyl)-N-(2-methyl-4-(6-(oxetan-3-yl)pyrrolo[2,1-f][1,2,4]triazin-4-yl)benzyl)-1,2,4-oxadiazole-3-carboxamide